ls-1-Bromoadamantane BrC12CC3CC(CC(C1)C3)C2